C(N)(=O)CNC1=C(C=CC(=N1)C(=O)O)[C@H]1CC2(CC(C2)(F)F)CCN1CC1=C2C=CNC2=C(C=C1OC)C 6-[(carbamoylmethyl)amino]-5-[(6R)-2,2-difluoro-7-[(5-methoxy-7-methyl-1H-indol-4-yl)methyl]-7-azaspiro[3.5]nonan-6-yl]pyridine-2-carboxylic acid